S1C(=NC2=C1C=CC=C2)NC(=O)C=2C=CC=C1CCN(CC21)C2=CC=C(C(=N2)C(=O)OC(C)(C)C)C2=C(C=C(C=C2)OC[C@@H](CC2CCN(CC2)CC(=O)OCC)C)C tert-butyl (R)-6-(8-(benzo[d]thiazol-2-ylcarbamoyl)-3,4-dihydroisoquinolin-2(1H)-yl)-3-(4-(3-(1-(2-ethoxy-2-oxoethyl)piperidin-4-yl)-2-methylpropoxy)-2-methylphenyl)picolinate